1-(4-((4-((3-chloro-4-((1-(4-fluoro-5-methylpyridin-2-yl)-1H-pyrazol-3-yl)oxy)phenyl)amino)-7-methoxyquinazolin-6-yl)amino)piperidin-1-yl)prop-2-en-1-one ClC=1C=C(C=CC1OC1=NN(C=C1)C1=NC=C(C(=C1)F)C)NC1=NC=NC2=CC(=C(C=C12)NC1CCN(CC1)C(C=C)=O)OC